tert-butyl 4-(3-(3-chloro-4-(2,2-difluoroethylcarbamoyl)phenylamino)azetidin-1-yl)piperidine-1-carboxylate ClC=1C=C(C=CC1C(NCC(F)F)=O)NC1CN(C1)C1CCN(CC1)C(=O)OC(C)(C)C